CN1CC(C1)(C)[C@@](C=1C=C(C=NC1)C#CC1(CN(C1)C(C(C)C)=O)O)(C1=CC=C(C=C1)C(C)C)O 1-(3-{5-[(R)-(1,3-Dimethyl-azetidin-3-yl)-hydroxy-(4-isopropyl-phenyl)-methyl]-pyridin-3-ylethynyl}-3-hydroxy-azetidin-1-yl)-2-methyl-propan-1-one